2-(acetoxymethyl)-4-(beta-alanyl)-1-piperazineacetic acid, bistrifluoroacetic acid salt FC(C(=O)O)(F)F.FC(C(=O)O)(F)F.C(C)(=O)OCC1N(CCN(C1)C(CCN)=O)CC(=O)O